The molecule is a polyanionic polymer obtained by deprotonation of the phosphate and diphosphate functions of 4-O-({poly[(2R)-2-glucosyl-1-glycerylphosphonato]}-[2R]-1-glycerylphosphonato)-N-acetyl-beta-D-mannosaminyl-(1->4)-N-acetyl-alpha-D-glucosaminyl undecaprenyl diphosphate; major species at pH 7.3. It is an organophosphate oxoanion and a polyanionic polymer. CC(=CCC/C(=C/CC/C(=C/CC/C(=C\\CC/C(=C\\CC/C(=C\\CC/C(=C\\CC/C(=C\\CC/C(=C\\CC/C(=C\\CC/C(=C\\COP(=O)([O-])OP(=O)([O-])O[C@@H]1[C@@H]([C@H]([C@@H]([C@H](O1)CO)O[C@H]2[C@@H]([C@H]([C@@H]([C@H](O2)CO)OP(=O)([O-])OC[C@@H](COP(=O)([O-])OC[C@@H](CO)O[C@@H]3[C@@H]([C@H]([C@@H]([C@H](O3)CO)O)O)O)O)O)NC(=O)C)O)NC(=O)C)/C)/C)/C)/C)/C)/C)/C)/C)/C)/C)C